O=C1C2(CCN3C=C(C=C13)CC(=O)O)CCCCC2 2-(8'-oxo-5',6'-dihydro-8'H-spiro[cyclohexane-1,7'-indolizine]-2'-yl)acetic acid